(2,4-bis(trifluoromethyl)phenyl)boric acid FC(C1=C(C=CC(=C1)C(F)(F)F)OB(O)O)(F)F